N1=NN(C2=NC=CC=C21)C2=CC(=C(C(=O)N([C@H]1CN(CCC1)C(=O)OC(C)(C)C)C1=NC=CC3=CC=C(C=C13)C(=O)O)C=C2)F (R)-1-(4-(3H-[1,2,3]triazolo[4,5-b]pyridin-3-yl)-N-(1-(tert-butoxycarbonyl)piperidin-3-yl)-2-fluorobenzamido)isoquinoline-7-carboxylic acid